C(C)(C)N1CCN(CC1)C(=O)C1=CC(=NC2=CC=CC=C12)C=1OC(=CC1)C (4-isopropylpiperazin-1-yl)(2-(5-methylfuran-2-yl)quinolin-4-yl)methanone